2-cyano-3-(1-(3-(trifluoromethyl)benzyl)-1H-pyrrolo[2,3-b]pyridin-3-yl)acrylic acid C(#N)C(C(=O)O)=CC1=CN(C2=NC=CC=C21)CC2=CC(=CC=C2)C(F)(F)F